(Z)-3-(1-hydroxybutenyl)benzofuran-2-one piperazine salt N1CCNCC1.O\C(=C/CC)\C1C(OC2=C1C=CC=C2)=O